propenyl-decyl-dimethoxysilane C(=CC)[Si](OC)(OC)CCCCCCCCCC